C1(CCCCC1)C[C@H](CO)N(CC1=CC=CC=C1)CC1=CC=CC=C1 (2R)-3-cyclohexyl-2-(dibenzylamino)propan-1-ol